C1(=CC=CC=C1)N(C1=CC=CC2=C1OC1=C2C=CC=C1)C1=CC=C(C=C1)C1=CC=2C3(C4=CC=CC=C4C2C=C1)C=1C=CC=CC1C1=C2C(C=CC=C23)=CC=C1 N-phenyl-N-(4-(spiro[benzo[de]anthracene-7,9'-fluorene]-2'-yl)phenyl)dibenzo[b,d]furan-4-amine